NC1=CC=C(O[C@@H](C(=O)O)C)C=C1 R-(+)-2-(4-aminophenoxy)propionic acid